C(C)(C)C1=C2C=CN=CC2=C(N=C1)N1[C@@H](CC1)C 5-isopropyl-8-((R)-2-methylazetidin-1-yl)-2,7-naphthyridine